C1(CC1)N1C=C(C(C2=CC(=C(C=C12)N1CCNCC1)F)=O)C(C=CC=1OC=CC1)=O 1-cyclopropyl-6-fluoro-7-piperazin-1-yl-3-[3-(furan-2-yl)acryloyl]quinolin-4(1H)-one